Trans-7-Octenoic Acid C(CCCCCC=C)(=O)O